3'-(6-Formyl-1-oxo-3H-isoindol-2-yl)-2-(4-methyl-1,2,4-triazol-3-yl)-[1,1'-biphenyl]-4-carbonitrile C(=O)C1=CC=C2CN(C(C2=C1)=O)C=1C=C(C=CC1)C1=C(C=C(C=C1)C#N)C1=NN=CN1C